ClC1=C(C=CC=C1)N1CCN(CC1)CC(COC=1C(=CC=C2C(C(OCC12)C)=O)OC)O 8-(3-(4-(2-chlorophenyl)piperazin-1-yl)-2-hydroxypropoxy)7-methoxy-3-methylisochroman-4-one